C(C)OC(C(SC)OC1=NN(C(=C1Br)C=1C=NC=C(C1)F)C1=C(C=CC(=C1)F)F)=O Ethyl-{[4-bromo-1-(2,5-difluorophenyl)-5-(5-fluoropyridin-3-yl)-1H-pyrazol-3-yl]oxy}(methylsulfanyl)acetat